FC1=CC=CC=2C3CC[C@@]4(C(C[C@H](C4C3CCC12)CCC(=O)NC1=NC=CC(=C1)C)=O)C 3-((13S,15R)-4-fluoro-13-methyl-17-oxo-7,8,9,11,12,13,14,15,16,17-decahydro-6H-cyclopenta[a]phenanthren-15-yl)-N-(4-methylpyridin-2-yl)propanamide